NC(C1=C(N(C2=CC=CC=C12)CC1=CC=C(C=C1)C)C(=O)OCC)([2H])[2H] Ethyl 3-[amino(dideuterio)methyl]-1-(4-methylbenzyl)-1H-indole-2-carboxylate